phenylcyclooctyne C1(=CC=CC=C1)C1C#CCCCCC1